(S)-1-methyl-N-(3-(1-((3-methyl-1H-pyrazolo[3,4-b]pyrazin-5-yl)amino)ethyl)phenyl)-5-(trifluoromethyl)-1H-pyrazole-3-carboxamide CN1N=C(C=C1C(F)(F)F)C(=O)NC1=CC(=CC=C1)[C@H](C)NC=1N=C2C(=NC1)NN=C2C